COC(=O)C1=CC2=C(N(C(=N2)C=2N(C3=C(C(=CC=C3C2)Br)F)C(=O)OC(C)(C)C)C)C(=C1)OC 2-(6-bromo-1-(tert-butoxycarbonyl)-7-fluoro-1H-indol-2-yl)-7-methoxy-1-methyl-1H-benzo[d]Imidazole-5-carboxylic acid methyl ester